COC1=C(CN2C3=C(OC(C2)C(F)(F)F)C(=CN=C3)C#N)C=CC(=C1)OC 4-(2,4-dimethoxybenzyl)-2-(trifluoromethyl)-3,4-dihydro-2H-pyrido[4,3-b][1,4]oxazine-8-carbonitrile